aluminum silicate sodium salt [Na+].[Si]([O-])([O-])([O-])[O-].[Al+3]